FC(CN1[C@@H](C=2NC3=CC=CC=C3C2C[C@H]1C)C=1SC(=CC1)C1CCN(CC1)CCC)(C)C (1S,3R)-2-(2-fluoro-2-methyl-propyl)-3-methyl-1-[5-(1-propyl-4-piperidyl)-2-thienyl]-1,3,4,9-tetrahydropyrido[3,4-b]indole